OCCNC(=O)NC=1SC=C(N1)[C@](C)(C#C)C1=CC=C(C=C1)OC (R)-1-(2-hydroxyethyl)-3-(4-(2-(4-methoxyphenyl)-but-3-yn-2-yl)thiazol-2-yl)urea